The molecule is a prostanoid that is prostaglandin E2 lacking two methylenes in the carboxyalkyl chain. It has a role as a metabolite. It is a prostanoid, a monocarboxylic acid, a cyclic ketone and a secondary alcohol. CCCCC[C@@H](/C=C/[C@H]1[C@@H](CC(=O)[C@@H]1C/C=C\\CC(=O)O)O)O